5-methyl-oxazole-4-carboxylic acid ethyl ester C(C)OC(=O)C=1N=COC1C